(R)-2-((1-(2-cyano-7-methyl-3-(1-methyl-6-oxo-1,6-dihydropyridin-3-yl)quinoxalin-5-yl)ethyl)amino)benzoic acid C(#N)C1=NC2=CC(=CC(=C2N=C1C1=CN(C(C=C1)=O)C)[C@@H](C)NC1=C(C(=O)O)C=CC=C1)C